C12(CC3CC(CC(C1)C3)C2)\C=C\2/NC(N(C2=O)C2CC3(CC(C3)OC3=C(C(=O)N)C=CC=N3)C2)=O 2-(((R)-6-((Z)-4-((adamantan-1-yl)methylene)-2,5-dioxoimidazolidin-1-yl)spiro[3.3]heptan-2-yl)oxy)nicotinamide